BrCC(=O)C(F)(F)F 1-bromo-3,3,3-trifluoroacetone